ClC1=C(C(=C2C=NN(C2=C1)C1OCCCC1)B(O)O)\C=C/C [6-chloro-5-[(Z)-prop-1-enyl]-1-tetrahydropyran-2-yl-indazol-4-yl]boronic acid